FC=1C=C(C(=O)NC2=C(C=CC=C2)C(NCCN2CCNCC2)=O)C=C(C1)F 3,5-difluoro-N-(2-((2-(piperazin-1-yl)ethyl)carbamoyl)phenyl)benzamide